COC(=O)C1=CC=C2N=C(C=3N(C2=C1)C=CC3)NCC3=CC=C(C=C3)OC 4-((4-methoxybenzyl)amino)pyrrolo[1,2-a]quinoxaline-8-carboxylic acid methyl ester